N1(CCC1)C1=CC2=C(C=C(O2)C(=O)NS(=O)(=O)C2=C(C=C(C(=C2)F)F)OCC)C(=C1)F 6-(Azetidin-1-yl)-N-((2-ethoxy-4,5-difluorophenyl)sulfonyl)-4-fluorobenzofuran-2-carboxamide